4-(azidomethyl)phenyl-5-(trifluoromethyl)-1,2,4-oxadiazole N(=[N+]=[N-])CC1=CC=C(C=C1)C1=NOC(=N1)C(F)(F)F